2-(4-amidinophenyl)-6-indolecarboxamidine Dihydrochloride Cl.Cl.C(N)(=N)C1=CC=C(C=C1)C=1NC2=CC(=CC=C2C1)C(=N)N